FC=1C=C(C(=O)O)C=CC1 3-fluorobenzoic acid